C(C=C)(=O)OCCC(CCCC)=O 2-Propenoic acid, 3-oxoheptyl ester